CC1=C(C=C(C(=O)NCC2=NC=C3C=CC(=NC3=C2)C2=NC(=CC=C2)N2CC(NC(C2)=O)C)C=C1)S(=O)(=O)C 4-methyl-N-((2-(6-(3-methyl-5-oxopiperazin-1-yl)pyridin-2-yl)-1,6-naphthyridin-7-yl)methyl)-3-(methylsulfonyl)benzamide